CC1N(C2=CC=C3C(=C2CC1)N=C(N3)CN3C(C=CC=C3)=O)C(=O)[O-] 7-methyl-2-((2-oxopyridin-1(2H)-yl)methyl)-3,7,8,9-tetrahydro-6H-imidazo[4,5-f]quinoline-6-carboxylate